[Ca].CC(C(=O)O)(CCCC)C 2,2-dimethylhexanoic acid calcium